3-[2-(6-chloro-3-methylquinolin-7-yl)ethynyl]-1-[(3s,5r)-5-(methoxymethyl)-1-(prop-2-enoyl)pyrrolidin-3-yl]-5-(methylamino)pyrazole-4-carboxamide ClC=1C=C2C=C(C=NC2=CC1C#CC1=NN(C(=C1C(=O)N)NC)[C@@H]1CN([C@H](C1)COC)C(C=C)=O)C